C(=CC(C)=C)CC(=O)O.C(C)(=O)OCC=C(C)C 3-methylbutan-2-en-1-yl acetate (isoprenyl acetate)